NC1=C(C=C(C=N1)C=O)[N+](=O)[O-] 6-amino-5-nitropyridine-3-carbaldehyde